F[C@H]1C[C@H](N(C1)C(=O)OC(C)(C)C)C(N[C@H]1CN[C@H](C1)C(NCC1=CC=C(C=C1)C#CC1=CC=C(C=C1)CN1CCOCC1)=O)=O tert-Butyl (2S,4S)-4-fluoro-2-(((3R,5R)-5-((4-((4-(morpholinomethyl) phenyl)ethynyl)benzyl)carbamoyl)pyrrolidin-3-yl)carbamoyl)pyrrolidine-1-carboxylate